N-(cyclopropylmethyl)-[1,1'-biphenyl]-2-amine C1(CC1)CNC=1C(=CC=CC1)C1=CC=CC=C1